NN1C(=C(C(=C1)C=1C=NC=CC1)C=1C=NC=CC1)C(=O)OCC ethyl 1-amino-3,4-bis(pyridin-3-yl)-1H-pyrrole-2-carboxylate